NC1=C(C=2C(=NC=C(C2S1)F)C=1C2=C(C=3C=NC(=NC3C1F)N1C[C@@H](CC1)N1CCC1)COC2)C#N 2-Amino-4-(3-((R)-3-(azetidin-1-yl)pyrrolidin-1-yl)-5-fluoro-7,9-dihydrofuro[3,4-f]quinazolin-6-yl)-7-fluorothieno[3,2-c]pyridine-3-carbonitrile